[Cr].[IH]1[IH][IH]C=C1 triiodolene chromium